3-(benzyloxymethyl)-1-[(2R,6S)-6-[[bis(4-methoxyphenyl)-phenyl-methoxy]methyl]-3,5-dihydroxy-6-(triisopropylsilyloxymethyl)-1,4-dioxane-2-yl]pyrimidine-2,4-dione C(C1=CC=CC=C1)OCN1C(N(C=CC1=O)[C@@H]1O[C@](C(OC1O)O)(CO[Si](C(C)C)(C(C)C)C(C)C)COC(C1=CC=CC=C1)(C1=CC=C(C=C1)OC)C1=CC=C(C=C1)OC)=O